6-((3-(N,N-dimethylsulfamoyl)phenyl)amino)pyrido[4,3-e]pyrrolo[1,2-a]pyrazine-7-carboxylic acid CN(S(=O)(=O)C=1C=C(C=CC1)NC=1C=2N(C3=C(N1)C=CN=C3)C=CC2C(=O)O)C